CN(C1=NC(=CC=C1NC(CCC1=CC(=CC=C1)F)=O)NCC1=CC=C(C=C1)F)C N-[2-Dimethylamino-6-(4-fluoro-benzylamino)-pyridin-3-yl]-3-(3-fluoro-phenyl)-propionamide